methyl 4-fluoro-2-methyl-5-nitrobenzoimidate hydrochloride Cl.FC1=CC(=C(C(OC)=N)C=C1[N+](=O)[O-])C